4-[(1S,4S,5R)-5-{[5-cyclopropyl-3-(2,6-dichlorophenyl)-1,2-oxazol-4-yl]methoxy}-2-azabicyclo[2.2.1]heptan-2-yl]-N-(2H-1,2,3,4-tetrazol-5-ylmethyl)benzamide C1(CC1)C1=C(C(=NO1)C1=C(C=CC=C1Cl)Cl)CO[C@H]1[C@@H]2CN([C@H](C1)C2)C2=CC=C(C(=O)NCC=1N=NNN1)C=C2